benzyl 4-((tert-butoxycarbonyl) amino)-2,2-dimethylbutyrate C(C)(C)(C)OC(=O)NCCC(C(=O)OCC1=CC=CC=C1)(C)C